9-isopropyl-1,8,11-trioxo-13,16,19-trioxa-2,7,10-triazaeicosane C(C)(C)C(C(NCCCCNC=O)=O)NC(COCCOCCOC)=O